C(#N)N1CC=2N=C(N=C(C2C1)N1CC2=CC=CC=C2CC1)NC(C)=O N-(6-cyano-4-(3,4-dihydroisoquinolin-2(1H)-yl)-6,7-dihydro-5H-pyrrolo[3,4-d]pyrimidin-2-yl)acetamide